O[C@H]1CN(CC1=C)C(=O)OC(C)(C)C |r| Racemic-tert-butyl 3-hydroxy-4-methylenepyrrolidine-1-carboxylate